CC1=CN(C=2CC(CCC12)(C)C)S(=O)(=O)C1=CC=C(C)C=C1 3,6,6-trimethyl-1-tosyl-4,5,6,7-tetrahydro-1H-indole